(S)-5-(3,5-difluorophenyl)-2-((1R,3S)-3-hydroxycyclobutyl)-2,5,6,7-tetrahydro-3H-pyrrolo[2,1-c][1,2,4]triazol-3-one FC=1C=C(C=C(C1)F)[C@@H]1CCC2=NN(C(N21)=O)C2CC(C2)O